2-(4,4-difluoro-3-methylpiperidin-1-yl)-5-methyl-5,6,7,8-tetrahydroquinoline-3-carboxylic acid FC1(C(CN(CC1)C1=NC=2CCCC(C2C=C1C(=O)O)C)C)F